OCC12C=C(CC(CC1)(O2)CO)C2=CC(=C(C=C2)NC(=O)C=2N(C=C(N2)C#N)COCC[Si](C)(C)C)C2=CCC(CC2)(C)C N-[4-[1,5-bis(hydroxymethyl)-8-oxabicyclo[3.2.1]oct-2-en-3-yl]-2-(4,4-dimethylcyclohexen-1-yl)phenyl]-4-cyano-1-(2-trimethylsilylethoxymethyl)imidazole-2-carboxamide